(S)-4-(3-(3-cyanoazetidin-1-yl)-2-(4-((4-(morpholinomethyl) phenyl) ethynyl) phenyl) propyl)-6-oxo-1,6-dihydropyrimidin-5-yl dimethylcarbamate CN(C(OC1=C(N=CNC1=O)C[C@H](CN1CC(C1)C#N)C1=CC=C(C=C1)C#CC1=CC=C(C=C1)CN1CCOCC1)=O)C